(1R,3R)-2-(bicyclo[1.1.1]pentan-1-yl)-3-methyl-1-(6-((1-propylazetidin-3-yl)oxy)pyridin-3-yl)-2,3,4,9-tetrahydro-1H-pyrido[3,4-b]indole C12(CC(C1)C2)N2[C@@H](C=1NC3=CC=CC=C3C1C[C@H]2C)C=2C=NC(=CC2)OC2CN(C2)CCC